COC1=NN(C=C1[N+](=O)[O-])CCOCCOCCO 2-[2-[2-(3-methoxy-4-nitro-pyrazol-1-yl)ethoxy]ethoxy]ethanol